eicosanyl mercaptan C(CCCCCCCCCCCCCCCCCCC)S